1-(4-fluorophenyl)-4-methoxy-indole FC1=CC=C(C=C1)N1C=CC2=C(C=CC=C12)OC